[C@H](C)(CC)NC(O[C@H]1CO[C@H](C1)C=1C=NC(=NC1)Cl)=O |o1:7,10| (3R*,5R*)-5-(2-chloropyrimidin-5-yl)tetrahydrofuran-3-yl ((S)-secbutyl)carbamate